[2-(2,3-dimethoxyphenyl)ethyl]-6-methyl-4-[(1-methylcyclopropyl)amino]furo[2,3-d]pyrimidine-5-carboxamide COC1=C(C=CC=C1OC)CCC=1N=C(C2=C(N1)OC(=C2C(=O)N)C)NC2(CC2)C